FC(OC=1C=C(C=C2CN(C(C12)=O)C1C(NC(CC1)=O)=O)N1CCN(CC1)CCC1CCN(CC1)C1=CC=C(C=C1)[C@H]1[C@H](CCC2=CC(=CC=C12)O)C1=CC=CC=C1)F 3-[7-(difluoromethoxy)-5-[4-[2-[1-[4-[(1R,2S)-6-hydroxy-2-phenyl-tetralin-1-yl]phenyl]-4-piperidyl]ethyl]piperazin-1-yl]-1-oxo-isoindolin-2-yl]piperidine-2,6-dione